C(C)C1=C(C(=O)NCC2CN(CC2)CC2CN(C2)C(=O)OC(C)(C)C)C=CC(=C1)NC=1C=2N(C=CN1)C(=CN2)C=2C(=NNC2)C(F)(F)F tert-Butyl 3-[[3-[[[2-ethyl-4-[[3-[3-(trifluoromethyl)-1H-pyrazol-4-yl]imidazo[1,2-a]pyrazin-8-yl]amino]benzoyl]amino]methyl]pyrrolidin-1-yl]methyl]azetidine-1-carboxylate